(S)-2-(2,5-dioxopyrrolidin-1-yl-3,3,4,4-d4)-N-((phenyl-d5)methyl)propanamide O=C1N(C(C(C1([2H])[2H])([2H])[2H])=O)[C@H](C(=O)NCC1=C(C(=C(C(=C1[2H])[2H])[2H])[2H])[2H])C